Cl.ClC1=NC=C(C=N1)C=1CCNCC1 2-chloro-5-(1,2,3,6-tetrahydropyridin-4-yl)pyrimidine, hydrochloride